tert-butyl (R)-4-(2-(3-(1-aminoethyl)-2-fluorophenyl)-2,2-difluoroethyl)piperidine-1-carboxylate N[C@H](C)C=1C(=C(C=CC1)C(CC1CCN(CC1)C(=O)OC(C)(C)C)(F)F)F